C(=O)O.NC1=CN=NC2=CC(=CC=C12)C=1C(=CC(=C(C1)B(O)O)OC)N1N=CC(=C1)OC [5-(4-AMINOCINNOLIN-7-YL)-2-METHOXY-4-(4-METHOXYPYRAZOL-1-YL)PHENYL]BORONIC ACID FORMIC ACID SALT